O1OBCC1 Dioxaborolan